(2R)-2-(3-{5-chloro-2-[(oxan-4-yl)amino]pyrimidin-4-yl}-5-oxo-5H,6H,7H-pyrrolo[3,4-b]pyridin-6-yl)-N-[(1S)-1-(3-ethylphenyl)-2-hydroxyethyl]propanamide ClC=1C(=NC(=NC1)NC1CCOCC1)C=1C=C2C(=NC1)CN(C2=O)[C@@H](C(=O)N[C@H](CO)C2=CC(=CC=C2)CC)C